N(=[N+]=[N-])CCCS(=O)(=O)NCCNCC1=CC(=C(C=C1)C1=CC=CC=C1)Cl 3-Azido-N-(2-(((2-chloro-[1,1'-biphenyl]-4-yl)methyl)amino)ethyl)propane-1-sulfonamide